(2,2-Difluorocyclopropyl)-1H-pyrrole-3-carboxylic acid FC1(C(C1)N1C=C(C=C1)C(=O)O)F